FC(C(=O)O)(F)F.FC(C(=O)O)(F)F.C(C1=CC=CC=C1)C1=C(OCCN2CCN(CC2)C)C=CC(=C1)C 1-(2-(2-benzyl-4-methylphenoxy)ethyl)-4-methylpiperazine bis(2,2,2-trifluoroacetate)